6-methoxy-2-((1r,4r)-4-(methylamino)cyclohexyl)-N-(pyrazolo[1,5-a]pyrimidin-3-yl)-2H-indazole-5-carboxamide hydrochloride Cl.COC=1C(=CC2=CN(N=C2C1)C1CCC(CC1)NC)C(=O)NC=1C=NN2C1N=CC=C2